(E)-4-phenyl-1-(4-methylphenyl)-1-penten-3-one C1(=CC=CC=C1)C(C(/C=C/C1=CC=C(C=C1)C)=O)C